3-hydroxyisovaleric acid calcium [Ca].OC(CC(=O)O)(C)C